1-Morpholin-4-yl-3-[4-(4,4,5,5-tetramethyl-[1,3,2]dioxaborolan-2-yl)-phenoxy]-propan-2-ol N1(CCOCC1)CC(COC1=CC=C(C=C1)B1OC(C(O1)(C)C)(C)C)O